OC1COC(=C(C1=O)O)CC 2,3-dihydro-3,5-dihydroxy-6-ethyl-4H-pyran-4-one